N-(2-acetamido-4-aminophenyl)-2-(dimethylamino)acetamide Natrium Sorbat C(\C=C\C=C\C)(=O)[O-].[Na+].C(C)(=O)NC1=C(C=CC(=C1)N)NC(CN(C)C)=O